ClC1=NC(=CC=C1C(C)O)C=1C=NN2C1C=CC(=C2)OCCN2CCOCC2 1-[2-chloro-6-[6-(2-morpholin-4-ylethoxy)pyrazolo[1,5-a]pyridin-3-yl]pyridin-3-yl]ethanol